C(=O)=C([C@H](CC1CCCCC1)NC(=O)C=1NC2=CC=CC=C2C1)N[C@H](C=C=O)C[C@H]1C(NCC1)=C=O N-{(S)-1-carbonyl-1-{{(S)-1-carbonyl-3-[(S)-2-carbonylpyrrolidin-3-yl]propan-2-yl}amino}-3-cyclohexylpropan-2-yl}-1H-indole-2-carboxamide